5-(1-(2,2-Difluoroethyl)-4-methyl-1H-pyrazol-3-yl)-3-((2R,4S)-2-(2,5-difluorophenyl)-4-fluoropyrrolidin-1-yl)-1-((2-(trimethylsilyl)ethoxy)methyl)-1H-pyrazolo[3,4-b]pyridine FC(CN1N=C(C(=C1)C)C=1C=C2C(=NC1)N(N=C2N2[C@H](C[C@@H](C2)F)C2=C(C=CC(=C2)F)F)COCC[Si](C)(C)C)F